5-(3-(3-(1H-1,2,3-triazol-4-yl)azetidin-1-yl)isoxazol-5-yl)-N-(5,6-difluoro-2,3-dihydro-1H-inden-2-yl)pyrimidin-2-amine N1N=NC(=C1)C1CN(C1)C1=NOC(=C1)C=1C=NC(=NC1)NC1CC2=CC(=C(C=C2C1)F)F